2-amino-3-methyl-N-((1R)-6-methyl-2,3-dihydro-1H-inden-1-yl)-N-((5-(trifluoromethyl)-2-pyridinyl)methyl)-6-quinolinecarboxamide NC1=NC2=CC=C(C=C2C=C1C)C(=O)N(CC1=NC=C(C=C1)C(F)(F)F)[C@@H]1CCC2=CC=C(C=C12)C